((2-(4-(2-((2-(bis(2-((2-butyloctanoyl)oxy)ethyl)amino) ethyl)(2-((2-butyloctanoyl)oxy) ethyl)amino)ethyl)piperazin-1-yl)ethyl)azanediyl)bis(ethane-2,1-diyl)bis(2-butyloctanoate) C(CCC)C(C(=O)OCCN(CCN(CCN1CCN(CC1)CCN(CCC(C(=O)[O-])(CCCCCC)CCCC)CCC(C(=O)[O-])(CCCCCC)CCCC)CCOC(C(CCCCCC)CCCC)=O)CCOC(C(CCCCCC)CCCC)=O)CCCCCC